CC1=CC=CC=2NC=NC21 4-methyl-1H-benzo[d]imidazole